6,7-dichloro-3-(2-methoxyethyl)-1,3,4,9-tetrahydro-[1,2]thiazino[4,3-g]indole 2,2-dioxide ClC=1C=2C(=CNC2C2=C(C1)CC(S(N2)(=O)=O)CCOC)Cl